((S)-4-(7-(7,8-difluoronaphthalen-1-yl)-8-fluoro-2-(((2R,7aS)-2-fluorohexahydro-1H-pyrrolizin-7a-yl)methoxy)pyrido[4,3-d]pyrimidin-4-yl)piperazin-2-yl)acetonitrile FC1=CC=C2C=CC=C(C2=C1F)C1=C(C=2N=C(N=C(C2C=N1)N1C[C@@H](NCC1)CC#N)OC[C@]12CCCN2C[C@@H](C1)F)F